methyl 4-bromo-5-chloro-2-(dimethylamino)benzoate BrC1=CC(=C(C(=O)OC)C=C1Cl)N(C)C